1-benzyl-3-(difluoromethyl)-1,3-dihydro-2H-benzo[d]imidazole-2-selenone C(C1=CC=CC=C1)N1C(N(C2=C1C=CC=C2)C(F)F)=[Se]